ClC1=C(N(C2=CC(=CC=C2C1=O)C1=NC(=NC=C1F)N[C@H]1[C@@H](COCC1)O)C(C)C)C 3-chloro-7-(5-fluoro-2-(((3S,4R)-3-hydroxytetrahydro-2H-pyran-4-yl)amino)pyrimidin-4-yl)-1-isopropyl-2-methylquinolin-4(1H)-one